CN(C(OCC1=CC=CC=C1)=O)CCOCCOCCOCCOCCOCC(=O)OCC Ethyl 4-methyl-3-oxo-1-phenyl-2,7,10,13,16,19-hexaoxa-4-azahenicosan-21-oate